[Zr+4].[Si]([O-])([O-])([O-])[O-].[K+] potassium silicate zirconium